1-(4-(((S)-1-((2-chlorophenyl)amino)-4-hydroxybut-2-yl)amino)-6-(methylamino)-1,3,5-triazin-2-yl)-N-((5-oxopyrrolidin-3-yl)methyl)piperidine-4-carboxamide ClC1=C(C=CC=C1)NC[C@H](CCO)NC1=NC(=NC(=N1)NC)N1CCC(CC1)C(=O)NCC1CNC(C1)=O